3-chloro-4-nitroaniline ClC=1C=C(N)C=CC1[N+](=O)[O-]